2,6-dimethyl-4-methoxybenzenesulphonamide CC1=C(C(=CC(=C1)OC)C)S(=O)(=O)N